sodium-lithium-manganese [Mn].[Li].[Na]